FC=1C=C(C=CC1F)N1C(=NN=C1C)[C@@H]1CC[C@H](CC1)OC1=NC=CC=C1 Trans-2-((4-(4-(3,4-difluorophenyl)-5-methyl-4H-1,2,4-triazol-3-yl)cyclohexyl)oxy)pyridine